C1(CC1)NC(C1=CC=C(C=C1)C1=CC2=NC=CC(=C2O1)C1=CC(=CC=C1)C(=O)N1CCOCC1)=O N-cyclopropyl-4-(7-(3-(morpholine-4-carbonyl)phenyl)furo[3,2-b]pyridin-2-yl)benzamide